3-[(E)-4-methoxy-2-nitro-but-1-enyl]-1H-indole COCC\C(=C/C1=CNC2=CC=CC=C12)\[N+](=O)[O-]